1-((1-Ethyl-1H-imidazol-5-yl)methyl)-2-(piperazin-1-ylmethyl)-1H-benzo[d]imidazole-6-carboxylic acid C(C)N1C=NC=C1CN1C(=NC2=C1C=C(C=C2)C(=O)O)CN2CCNCC2